4-((3S)-4-(azetidin-1-yl)-3-fluoropiperidin-1-yl)-N-(1-cyanocyclopropyl)-9H-pyrimido[4,5-b]indole-7-sulfonamide N1(CCC1)C1[C@H](CN(CC1)C1=NC=NC=2NC3=CC(=CC=C3C21)S(=O)(=O)NC2(CC2)C#N)F